FC1=C(C=C(C=C1)B(O)O)OC 4-Fluoro-3-methoxy-phenylboronic acid